6-amino-4-chloro-2H-isoquinolin-1-one NC=1C=C2C(=CNC(C2=CC1)=O)Cl